β-iodovaleric acid IC(CC(=O)O)CC